N(=C=O)C(CC)CC 3-Isocyanatopentan